2-(1-(4-hydroxypiperidin-1-carbonyl)piperidin-4-ylidene)-2-(1H-indazol-7-yl)acetonitrile OC1CCN(CC1)C(=O)N1CCC(CC1)=C(C#N)C=1C=CC=C2C=NNC12